6-bromo-5-chloro-3-(methyl-d3)Quinazolin-4(3H)-one BrC=1C(=C2C(N(C=NC2=CC1)C([2H])([2H])[2H])=O)Cl